2-chloro-4-(((R)-1-((trans)-4-(6-fluoroquinolin-4-yl)cyclohexyl)propan-2-yl)amino)quinazoline-7-carbonitrile ClC1=NC2=CC(=CC=C2C(=N1)N[C@@H](C[C@@H]1CC[C@H](CC1)C1=CC=NC2=CC=C(C=C12)F)C)C#N